3-(morpholinomethyl)-5-(trifluoromethyl)aniline O1CCN(CC1)CC=1C=C(N)C=C(C1)C(F)(F)F